Heptadecan-9-yl (Z)-8-((5-(((dec-4-en-1-yloxy)carbonyl)oxy)pentyl)(2-hydroxyethyl)amino)octanoate C(CC\C=C/CCCCC)OC(=O)OCCCCCN(CCCCCCCC(=O)OC(CCCCCCCC)CCCCCCCC)CCO